CSC1=NC(=CC(=N1)O)O 2-methylthio-4,6-dihydroxypyrimidine